C(C)(C)(C)OC(=O)N1C[C@H]([C@@H](CC1)N1N=NC(=C1C)Br)F.OCC1=NC=CC(=C1)OCC#C 2-Hydroxymethyl-4-(prop-2-yn-1-yloxy)pyridine tert-Butyl-(3R,4R)-4-(4-bromo-5-methyl-triazol-1-yl)-3-fluoro-piperidine-1-carboxylate